FC1=CC(=C(C=C1)C(C)N1C[C@@H](N(C[C@H]1C)C=1C=2C(N(C(N1)=O)C)=C(NN2)C)C)C(F)(F)F 7-((2S,5R)-4-(1-(4-fluoro-2-(trifluoromethyl)phenyl)ethyl)-2,5-dimethylpiperazin-1-yl)-3,4-dimethyl-2,4-dihydro-5H-pyrazolo[4,3-d]pyrimidin-5-one